C(=O)(O)C=1C=C(C=CC1O)C(C=1C=CC(=C(C(=O)O)C1)O)=C1C=C(C(C=C1)=O)C(=O)O 5-[(3-carboxy-4-hydroxyphenyl)-(3-carboxy-4-oxocyclohexa-2,5-dien-1-ylidene)methyl]-2-hydroxybenzoic acid